6-(4-fluorophenyl)-N-[(6-methylpyridazin-3-yl)methyl]-8-[[1-(trifluoromethyl)cyclopropyl]methoxy]quinazolin-4-amine FC1=CC=C(C=C1)C=1C=C2C(=NC=NC2=C(C1)OCC1(CC1)C(F)(F)F)NCC=1N=NC(=CC1)C